N-methyl-glutamine CN[C@@H](CCC(N)=O)C(=O)O